C(CCC(=O)OCCCCCCCC)(=O)OCCCCCCCC.[Na] sodium di-n-octyl succinate